COCCO[C@@]1([C@@H](O[C@@H]([C@H]1O)CO)N1C(=O)N=C(N)C=C1)O 2'-methoxyethoxycytidine